((2R,6R)-4-(3-((5-chloro-4-(6-methyl-1H-indole-3-yl)pyrimidine-2-yl)amino)-5-cyclopropylbenzyl)-6-methylpiperazine-2-yl)methanol ClC=1C(=NC(=NC1)NC=1C=C(CN2C[C@@H](N[C@@H](C2)C)CO)C=C(C1)C1CC1)C1=CNC2=CC(=CC=C12)C